COC1=CC=C(C=C1)N(C1=CC=2N(C=3C=C(C4=C(C3C2C2=C1C=CC=C2)C=CC=C4)N(C4=CC=C(C=C4)[N+](=O)[O-])C4=CC=C(C=C4)OC)C)C4=CC=C(C=C4)[N+](=O)[O-] 5,9-bis[(4-methoxyphenyl)(4-nitrophenyl)amino]-7-methyldibenzo[c,g]carbazole